2-(6-methyl-4-(trifluoromethyl)pyridin-2-yl)-3-(5-(m-tolyl)-1,3,4-oxadiazol-2-yl)hexahydrocyclopenta[c]pyrrole-1(2H)-one CC1=CC(=CC(=N1)N1C(C2C(C1C=1OC(=NN1)C=1C=C(C=CC1)C)CCC2)=O)C(F)(F)F